1,6-bis(3,5-dimethyl-1H-pyrazol-1-yl)hexane-1,6-dione CC1=NN(C(=C1)C)C(CCCCC(=O)N1N=C(C=C1C)C)=O